C1[C@@H](NC(=[NH+][C@H]1O)N)[C@H]2C(=O)NC[C@@H](C(=O)N[C@H](C(=O)N[C@H](C(=O)N/C(=C\\NC(=O)N)/C(=O)N2)CO)CO)NC(=O)C[C@H](CCC[NH3+])[NH3+] The molecule is viomycin protonated to pH 7.3 It has a role as an antitubercular agent. It is a conjugate acid of a viomycin.